1-(4-(7-(6-amino-3-(trifluoromethyl)pyridin-2-yl)-6-chloro-2-(((1R,2S,5S)-3-methyl-3-azabicyclo[3.1.0]hexan-2-yl)methoxy)quinazolin-4-yl)piperazin-1-yl)prop-2-en-1-one NC1=CC=C(C(=N1)C1=C(C=C2C(=NC(=NC2=C1)OC[C@@H]1[C@@H]2C[C@@H]2CN1C)N1CCN(CC1)C(C=C)=O)Cl)C(F)(F)F